butyl-2-methyl-3-oxoazetidine C(CCC)N1C(C(C1)=O)C